methyl 1-(2-((2,2-difluorobenzo[d][1,3]dioxol-5-yl) amino)-5-methylpyrimidin-4-yl)-1H-pyrrole-3-carboxylate FC1(OC2=C(O1)C=CC(=C2)NC2=NC=C(C(=N2)N2C=C(C=C2)C(=O)OC)C)F